2-[(3R,5R)-3,5-dimethylpiperazin-1-yl]-6-(trifluoromethyl)quinoxaline C[C@@H]1CN(C[C@H](N1)C)C1=NC2=CC=C(C=C2N=C1)C(F)(F)F